(1R,5S)-3-(pyridin-2-yl)-3,8-diazabicyclo[3.2.1]octane N1=C(C=CC=C1)N1C[C@H]2CC[C@@H](C1)N2